ClC1=CC=2C(=C(N=NC2N[C@H](C)C2=C(C(=CC=C2)C)F)C)C=N1 (R)-7-chloro-N-(1-(2-fluoro-3-methylphenyl)ethyl)-4-methylpyrido[3,4-d]pyridazin-1-amine